O1[C@H](C1)[C@H](CC1=CC=CC=C1)NC(OC(C)(C)C)=O tert-butyl ((S)-1-((S)-oxiran-2-yl)-2-phenylethyl)carbamate